2-amino-1-(5-chloropyridin-3-yl)ethan-1-ol NCC(O)C=1C=NC=C(C1)Cl